Ethyl 3-(2-amino-4,6-dimethoxy-pyrimidin-5-yl)-propionate NC1=NC(=C(C(=N1)OC)CCC(=O)OCC)OC